1-ethyl-4-[2-(4-fluoro-2,6-dimethylphenoxy)-5-(2-hydroxypropan-2-yl)phenyl]-6-methyl-7-oxopyrrolo[2,3-c]pyridine-2-carboxylic acid C(C)N1C(=CC2=C1C(N(C=C2C2=C(C=CC(=C2)C(C)(C)O)OC2=C(C=C(C=C2C)F)C)C)=O)C(=O)O